(1R,2R)-N-(7-chloro-2,2-dimethyl-chroman-4-yl)-2-[(1R)-1-(4,4-diethyl-2-imino-6-oxo-hexahydropyrimidin-1-yl)-3-methoxy-propyl]cyclopropanecarboxamide ClC1=CC=C2C(CC(OC2=C1)(C)C)NC(=O)[C@H]1[C@@H](C1)[C@@H](CCOC)N1C(NC(CC1=O)(CC)CC)=N